4-oxa-azacyclohexane N1CCOCC1